boroxine lead [Pb].O1BOBOB1